1,3-bis(diglycidylaminomethyl)benzene C(C1CO1)N(CC1CO1)CC1=CC(=CC=C1)CN(CC1CO1)CC1CO1